2-{4-[2-(2-aminopyridin-3-yl)-5-phenylimidazo[4,5-b]pyridin-3-yl]phenyl}-N-[1-(4-formyl-3-hydroxyphenyl)cyclopropyl]acetamide NC1=NC=CC=C1C1=NC=2C(=NC(=CC2)C2=CC=CC=C2)N1C1=CC=C(C=C1)CC(=O)NC1(CC1)C1=CC(=C(C=C1)C=O)O